((2-((2,4-dichlorophenyl)amino)ethyl)amino)-3-phenoxypropan-2-ol ClC1=C(C=CC(=C1)Cl)NCCNCC(COC1=CC=CC=C1)O